FC1=C(C=CC=C1F)CN1C(CCC1=O)CC(=O)NS(=O)(=O)C 2-[1-[(2,3-difluorophenyl)methyl]-5-oxopyrrolidin-2-yl]-N-methylsulfonylacetamide